trans-Methyl 4-((4-(2-cyclopropyloxazol-4-yl)pyridin-2-yl)((trans-4-(5-methoxy-6-methylpyridin-2-yl)cyclohexyl)methyl)carbamoyl)cyclohexanecarboxylate C1(CC1)C=1OC=C(N1)C1=CC(=NC=C1)N(C(=O)[C@@H]1CC[C@H](CC1)C(=O)OC)C[C@@H]1CC[C@H](CC1)C1=NC(=C(C=C1)OC)C